(3S,5R)-tert-Butyl 5-((5'-chloro-2'-fluoro-[1,1'-biphenyl]-4-yl)methyl)-3-methyl-2-oxo-3-((vinyloxy)methyl)pyrrolidine-1-carboxylate ClC=1C=CC(=C(C1)C1=CC=C(C=C1)C[C@@H]1C[C@](C(N1C(=O)OC(C)(C)C)=O)(COC=C)C)F